C(C)(=O)NC1=C2C(CC(C2=CC=C1)(C)C)CC N-acetyl-1,1-dimethyl-3-ethyl-4-aminoindane